BrC1=C(N=C(C=2N1N=CC2)N2CCC1(CC2)CC=2C(=NC=CC2)C1=NS(=O)C(C)(C)C)C N-[1'-(7-bromo-6-methyl-pyrazolo[1,5-a]pyrazin-4-yl)spiro[5H-cyclopenta[b]pyridin-6,4'-piperidin]-7-ylidene]-2-methyl-propane-2-sulfinamide